N2-([1,1':3',1''-Terphenyl]-2'-yl-2,2'',3,3'',4,4'',5,5'',6,6''-d10)-N3-(3-((9-(4-(tert-butyl)pyridin-2-yl)-9H-[3,9'-bicarbazol]-2-yl)oxy)phenyl)dibenzo[b,d]furan-2,3-diamine C1(=C(C(=C(C(=C1[2H])[2H])[2H])[2H])[2H])C1=C(C(=CC=C1)C1=C(C(=C(C(=C1[2H])[2H])[2H])[2H])[2H])NC1=CC2=C(OC3=C2C=CC=C3)C=C1NC1=CC(=CC=C1)OC1=CC=3N(C2=CC=CC=C2C3C=C1N1C3=CC=CC=C3C=3C=CC=CC13)C1=NC=CC(=C1)C(C)(C)C